2,9'-bi-9H-carbazole C1=C(C=CC=2C3=CC=CC=C3NC12)N1C2=CC=CC=C2C=2C=CC=CC12